ClC=1C(=NNC1)C1=NC(=NC=C1C(F)(F)F)N[C@@H]1CC[C@H](CC1)N(C(=O)NCC(F)(F)F)C1=NC=C(N=C1)C1=NN(C=C1)C 1-(trans-4-((4-(4-chloro-1H-pyrazol-3-yl)-5-(trifluoromethyl)pyrimidin-2-yl)amino)cyclohexyl)-1-(5-(1-methyl-1H-pyrazol-3-yl)pyrazin-2-yl)-3-(2,2,2-trifluoroethyl)urea